C(C)(C)N1C=NC2=C1C(CCC2)=O 3-isopropyl-6,7-dihydro-3H-benzo[d]imidazol-4(5H)-one